Benzyl 4-carbonyl-3,4-dihydropyridine-1(2H)-carboxylate C(=O)=C1CCN(C=C1)C(=O)OCC1=CC=CC=C1